ClC1=CC=NC2=CC(=CC=C12)C1=C(C=C(CN2CCC3(CCN(CC3)C(=O)OC(C)(C)C)CC2)C=C1)F tert-butyl 9-(4-(4-chloroquinolin-7-yl)-3-fluorobenzyl)-3,9-diazaspiro[5.5]undecane-3-carboxylate